[2-(dimethylamino)ethyl-(1-methylpyrazol-4-yl)sulfamoyl]Carbamic acid tert-butyl ester C(C)(C)(C)OC(NS(N(C=1C=NN(C1)C)CCN(C)C)(=O)=O)=O